1-methyl-3-butyl-benzimidazole bromide [Br-].CN1CN(C2=C1C=CC=C2)CCCC